C(C)(C)C1=C(NC2=CC=C(C=C12)OCCN1CCOCC1)C=1C=C(C=2N(C1)N=CN2)C 4-(2-((3-isopropyl-2-(8-methyl-[1,2,4]triazolo[1,5-a]pyridin-6-yl)-1H-indol-5-yl)oxy)ethyl)morpholine